CN1N=C(C(=C1C)C1=NC=2C(=NC=CC2C=2C=CC3=C(CCCCC3N)C2)N1)C 2-[2-(1,3,5-Trimethyl-1H-pyrazol-4-yl)-3H-imidazo[4,5-b]pyridin-7-yl]-6,7,8,9-tetrahydro-5H-benzocyclohepten-5-ylamine